(S)-5-(1-(1-(3-bromo-5-fluorophenyl)-2-((tert-butyldimethylsilyl)oxy)ethyl)-2-oxo-1,2-dihydropyridin-4-yl)-3-(methylamino)-1H-indazole-1-carboxylic acid tert-butyl ester C(C)(C)(C)OC(=O)N1N=C(C2=CC(=CC=C12)C1=CC(N(C=C1)[C@H](CO[Si](C)(C)C(C)(C)C)C1=CC(=CC(=C1)F)Br)=O)NC